Cl.FC(OC1=NC=CC(=C1)CN)F (2-(difluoromethoxy)pyridin-4-yl)methylamine hydrochloride